(2-Chloro-4-methylphenyl)boronic acid ClC1=C(C=CC(=C1)C)B(O)O